(3r,4r)-1-(tert-butoxycarbonyl)-4-fluoropyrrolidine C(C)(C)(C)OC(=O)N1CC[C@H](C1)F